ClC=1C(=C(C=CC1)NC=1C2=C(NC1C1=CC=NC3=CC=C(N=C13)OC1CC1)CCOC2=O)OC 3-[(3-chloro-2-methoxyphenyl)amino]-2-(6-cyclopropoxy-1,5-naphthyridin-4-yl)-1H,6H,7H-pyrano[4,3-b]pyrrol-4-one